N-(7-chloro-6-((R)-1-cyanopropan-2-yl)isoquinolin-3-yl)-2-ethyl-3-(1-methyl-1H-pyrazol-4-yl)cyclopropane-1-carboxamide ClC1=C(C=C2C=C(N=CC2=C1)NC(=O)C1C(C1C=1C=NN(C1)C)CC)[C@@H](CC#N)C